(2r,4r)-2-(((S)-1-((5-chloro-2-hydroxybenzyl)amino)-1-oxopropan-2-yl)carbamoyl)-4-phenylpyrrolidine-1-carboxylic acid tert-butyl ester C(C)(C)(C)OC(=O)N1[C@H](C[C@@H](C1)C1=CC=CC=C1)C(N[C@H](C(=O)NCC1=C(C=CC(=C1)Cl)O)C)=O